FC(C1=NNC(=C1)C(=O)OC)F Methyl 3-(difluoromethyl)-1H-pyrazole-5-carboxylate